(2-(1H-1,2,4-triazol-1-yl)phenyl)(2-methyl-3-phenyl-2,4,5,7-tetrahydro-6H-pyrazolo[3,4-c]pyridin-6-yl)methanone N1(N=CN=C1)C1=C(C=CC=C1)C(=O)N1CC=2C(CC1)=C(N(N2)C)C2=CC=CC=C2